CC=1C(=NON1)C(=O)O 4-methyl-1,2,5-oxadiazole-3-Carboxylic acid